Ethyl 3-(2-(allyloxy)-5,6-dichloro-3-fluorophenyl)-4-nitrobutanoate C(C=C)OC1=C(C(=C(C=C1F)Cl)Cl)C(CC(=O)OCC)C[N+](=O)[O-]